(5-isopropyl-1-(2-(2-(benzyloxy)ethyl)-1H-imidazol-4-yl)methylene)piperazine-2,5-dione C(C)(C)C1=C(N=C(N1)CCOCC1=CC=CC=C1)C=C1C(NCC(N1)=O)=O